N-(1-(4-(((trans-4-Aminocyclohexyl)(ethyl)amino)methyl)phenyl)-2-oxo-1,2-dihydropyrimidin-4-yl)-4-(2-methyl-2-(methylamino)propanoyl)piperazine-1-carboxamide hydrochloride salt Cl.N[C@@H]1CC[C@H](CC1)N(CC)CC1=CC=C(C=C1)N1C(N=C(C=C1)NC(=O)N1CCN(CC1)C(C(C)(NC)C)=O)=O